BrC=1C=C2CCN(C(C2=CC1)C)CC 6-bromo-2-ethyl-1-methyl-3,4-dihydro-1H-isoquinoline